methyl (S)-2-(6-(2-(2-(2-(2-azidoethoxy)ethoxy)ethoxy)ethoxy)-2-chloronicotinamido)-3-(4-(5-methoxy-2-methyl-3-oxo-2,3-dihydropyridazin-4-yl)phenyl)propanoate N(=[N+]=[N-])CCOCCOCCOCCOC1=NC(=C(C(=O)N[C@H](C(=O)OC)CC2=CC=C(C=C2)C=2C(N(N=CC2OC)C)=O)C=C1)Cl